((1R,4R)-oxetan-3-yl 4-(5-(2-(N-(tert-butyl) sulfamoyl)-4-(3-((R)-1-(2-fluorophenyl) ethyl) ureido) phenyl) thiazol-2-yl) cyclohexyl) carbamate C(N)(OC1(CCC(CC1)C=1SC(=CN1)C1=C(C=C(C=C1)NC(=O)N[C@H](C)C1=C(C=CC=C1)F)S(NC(C)(C)C)(=O)=O)C1COC1)=O